C(N)(=O)C1=CC=C(C=C1)C1=CC=C(C=N1)CNC(=O)C1=CC2=C(S(C3=C(C(N2)=O)C=CC=C3)(=O)=O)C=C1 N-((6-(4-carbamoylphenyl)pyridin-3-yl)methyl)-11-oxo-10,11-dihydrodibenzo[b,f][1,4]thiazepine-8-carboxamide 5,5-dioxide